P(=O)([O-])([O-])[O-].[K+].[K+].[K+] Kalium orthophosphate